5-bromo-7-methoxyisobenzofuran-1(3H)-one BrC=1C=C2COC(C2=C(C1)OC)=O